CP(O)=O P-methyl-phosphinic acid